CC(C)(C1=CC=C(C=C1)N1N=C(C=C1)[N+](=O)[O-])NC(OC(C)(C)C)=O tert-butyl N-[1-methyl-1-[4-(3-nitropyrazol-1-yl)phenyl]ethyl]carbamate